4-isopropyl-6-(3-(2-methoxyphenyl)piperazin-1-yl)pyrimidin-2-amine C(C)(C)C1=NC(=NC(=C1)N1CC(NCC1)C1=C(C=CC=C1)OC)N